C(C)(C)(C)OC(=O)N1C=C(C=2C=NC=CC21)C2=C1CN(C(C1=C(C=C2)NC2=NC=C(C=C2)N2CCN(CC2)C)=O)C(=O)OC(C)(C)C 3-(2-(tert-Butoxycarbonyl)-7-((5-(4-methylpiperazin-1-yl)pyridin-2-yl)amino)-1-oxoisoindolin-4-yl)-1H-pyrrolo[3,2-c]pyridine-1-carboxylic acid tert-butyl ester